3,5-dinitro-o-methylbenzoic acid [N+](=O)([O-])C=1C(=C(C(=O)O)C=C(C1)[N+](=O)[O-])C